7-(4-(2-hydroxypropan-2-yl)phenyl)-1-(2-methoxyethyl)-3,4-dihydropyrazino[2,3-b]pyrazin OC(C)(C)C1=CC=C(C=C1)C1=CN=C2C(=N1)N(CCN2)CCOC